NC1=C2C(=NC=N1)N(N=C2C2=C(C=1C(=NC=CC1)N2)Cl)[C@@H]2CC[C@H](CC2)NC(OC(C)(C)C)=O tert-Butyl N-[trans-4-(4-amino-3-{3-chloro-1H-pyrrolo[2,3-b]pyridin-2-yl}-1H-pyrazolo[3,4-d]pyrimidin-1-yl)cyclohexyl]carbamate